COC=1C=C(CN2C(N3C(C4=C2C=C(C=N4)N4CCOCC4)=NC(C3)CC)=O)C=C(C1)OC 6-(3,5-dimethoxybenzyl)-2-ethyl-8-(morpholin-4-yl)-2,6-dihydroimidazo[1,2-c]pyrido[2,3-e]pyrimidin-5(3H)-one